2-[[4-[6-[(5-bromothiazol-2-yl)methoxy]-2-pyridyl]-2,5-difluoro-phenyl]methyl]-3-[[(2S)-oxetan-2-yl]methyl]benzimidazole-5-carboxylic acid BrC1=CN=C(S1)COC1=CC=CC(=N1)C1=CC(=C(C=C1F)CC=1N(C2=C(N1)C=CC(=C2)C(=O)O)C[C@H]2OCC2)F